ClC=1C=C(OC2=NC=3N(C(N(C(C3N2CC2=CC=C(C=C2)F)=O)CCCO)=O)C)C=CC1 8-(3-chlorophenoxy)-7-(4-fluorobenzyl)-1-(3-hydroxypropyl)-3-methyl-1H-purine-2,6(3H,7H)-dione